C(=O)C1=C(OCC2N(CCSC2)C(=O)C=2C(=NC=CC2)CC(=O)OCC)C=CC=C1O ethyl 2-[3-[3-(2-formyl-3-hydroxyphenoxymethyl)thiomorpholine-4-carbonyl]pyridin-2-yl]acetate